BrC=1C=C(C2=C(N(C=N2)C(=O)OC(C)(C)C)C1)C(=O)OC (tert-butyl) 4-methyl 6-bromo-1H-benzo[d]imidazole-1,4-dicarboxylate